N7-[(3R)-5-fluoro-2,3-dihydrobenzofuran-3-yl]-2-(methoxymethyl)pyrazolo[1,5-a]pyrimidine-3,7-dicarboxamide FC=1C=CC2=C([C@H](CO2)NC(=O)C2=CC=NC=3N2N=C(C3C(=O)N)COC)C1